C(C(C)C)(=O)NC=1NC(C=2N=CN([C@H]3C[C@H](O)[C@@H](CO)O3)C2N1)=O deoxy-N-isobutyrylguanosine